3-[([2-[6-oxo-5-(trifluoromethyl)-1,6-dihydropyridazin-4-yl]-2,3-dihydro-1H-isoindol-1-yl]methyl)amino]propanoic acid O=C1C(=C(C=NN1)N1C(C2=CC=CC=C2C1)CNCCC(=O)O)C(F)(F)F